ClC1=C(C=CC(=C1)OCCCF)CO (2-chloro-4-(3-fluoropropoxy)phenyl)methanol